1,2-bis(2-methyl-5-phenyl-thiophene-3-yl)ethane tert-butyl-(3S)-3-[[6-chloro-8-(methoxycarbonyl)pyrido[3,2-d]pyrimidin-4-yl]amino]piperidine-1-carboxylate C(C)(C)(C)OC(=O)N1C[C@H](CCC1)NC=1C2=C(N=CN1)C(=CC(=N2)Cl)C(=O)OC.CC=2SC(=CC2CCC2=C(SC(=C2)C2=CC=CC=C2)C)C2=CC=CC=C2